CC1(CN(CCN1C)CC=1C=CC2=C(C(=NO2)N2C(NC(CC2)=O)=O)C1)C 1-(5-((3,3,4-trimethylpiperazin-1-yl)methyl)benzo[d]isoxazol-3-yl)dihydropyrimidine-2,4(1H,3H)-dione